P(=O)(OCC(COC(CCCCCCCCCCCCC)=O)OC(CCCCC1(N=N1)CCCCCCCCCCCC)=O)(OCC[N+](C)(C)C)[O-] 2-((5-(3-dodecyl-3H-diazirin-3-yl)pentanoyl)oxy)-3-(tetradecanoyloxy)propyl (2-(trimethylammonio)ethyl) phosphate